isooctyl-antimony trithioglycolate C(CS)(=O)[O-].C(CS)(=O)[O-].C(CS)(=O)[O-].C(CCCCC(C)C)[Sb+3]